ClC=1C=C(C#N)C=C(C1)C(C)(C)C1=CC=C(C=C1)OCC1=NC(=NC=C1)N1CCC(CC1)C#CC=1C=C2C(N(C(C2=CC1)=O)C1C(NC(CC1)=O)=O)=O 3-chloro-5-(2-(4-((2-(4-((2-(2,6-dioxopiperidin-3-yl)-1,3-dioxoisoindolin-5-yl)ethynyl)piperidin-1-yl)pyrimidin-4-yl)methoxy)phenyl)propan-2-yl)benzonitrile